C(C#C)OC=1C=C(CP(O)(=O)CC[C@H]2OC([C@H]([C@H]([C@@H]2O)O)O)OC2=CC=C(C=C2)OC)C=CC1 (3-(prop-2-yn-1-yloxy)benzyl)(2-((2R,3S,4S,5S)-3,4,5-trihydroxy-6-(4-methoxyphenoxy)tetrahydro-2H-pyran-2-yl)ethyl)phosphinic acid